CC1=C(CNC=2C=3N(C=C(C2)NC(CNC(C(C)(C)C)=O)=O)C(=C(N3)C)C)C(=CC=C1)C N-(2-((8-((2,6-dimethylbenzyl)amino)-2,3-dimethylimidazo[1,2-a]pyridin-6-yl)amino)-2-oxoethyl)pivalamide